CN(C1=CC=C(C(=O)O)C=C1)C 4-(Dimethylamino)benzoic acid